3-ethyl-4,5-diphenyl-thiazolinium iodate I(=O)(=O)[O-].C(C)[N+]1=CSC(C1C1=CC=CC=C1)C1=CC=CC=C1